(R)-1-(1H-benzo[d]imidazol-5-yl)-6-chloro-7-(2-(((3-methylpyridin-2-yl)oxy)methyl)pyrrolidin-1-yl)-4-oxo-1,4-dihydroquinoline-3-carboxylic acid N1C=NC2=C1C=CC(=C2)N2C=C(C(C1=CC(=C(C=C21)N2[C@H](CCC2)COC2=NC=CC=C2C)Cl)=O)C(=O)O